[C@H]12COC[C@H](CC1)N2C2=CC=CC=1N(C(=NC12)OC)C(=O)NCCCC1=CC=CC=C1 ((1R,5S)-3-Oxa-8-azabicyclo[3.2.1]octan-8-yl)-2-methoxy-N-(3-phenylpropyl)-1H-benzo[d]imidazole-1-carboxamide